C(#N)C(NC(=O)C1C2C(C2CN1C([C@H](C(C)C)NC(CC1COCC1)=O)=O)(C)C)C=1C=NC=C2C=CC=NC12 N-[cyano(1,6-naphthyridin-8-yl)methyl]-6,6-dimethyl-3-[(2S)-3-methyl-2-[(2-tetrahydrofuran-3-ylacetyl)amino]butanoyl]-3-azabicyclo[3.1.0]hexane-2-carboxamide